(2R)-2-[4-(4-chlorophenoxy)-2-(trifluoromethyl)phenyl]-1-(1H-1,2,4-triazol-1-yl)propan-2-ol tert-butyl-2,5-dimethylpiperazine-1-carboxylate C(C)(C)(C)C1(N(CC(NC1)C)C(=O)O[C@](CN1N=CN=C1)(C)C1=C(C=C(C=C1)OC1=CC=C(C=C1)Cl)C(F)(F)F)C